4-(methanesulfonyl)phenyl-boronic acid CS(=O)(=O)C1=CC=C(C=C1)B(O)O